FC(C=1C=C(C=C(C1)C(F)(F)F)C1=NN(C=N1)/C=C(/C=1N=NNN1)\C=1C=NC=NC1)(F)F (E)-5-(2-(3-(3,5-bis(trifluoromethyl)phenyl)-1H-1,2,4-triazol-1-yl)-1-(2H-tetrazol-5-yl)vinyl)pyrimidine